FC(C(C(F)(F)F)(O)CNC1=NC(=NC=C1F)C1=NN(C(=C1)C1=NOC=C1)CC1=C(C=CC=C1)F)(F)F 1,1,1,3,3,3-Hexafluoro-2-[({5-fluoro-2-[1-(2-fluorobenzyl)-5-(1,2-oxazol-3-yl)-1H-pyrazol-3-yl]-4-pyrimidinyl}amino)methyl]-2-propanol